C(C)OC(=O)C1(CCN(CC1)C1=NC=C(N=C1)C=O)F 4-fluoro-1-(5-formylpyrazin-2-yl)piperidine-4-carboxylic acid Ethyl ester